(6R)-6-Benzyloxy-17-nitro-12,12-bis(trideuteriomethyl)-6,15-bis(trifluoromethyl)-19-oxa-3,4,13,18-tetrazatricyclo[12.3.1.12,5]nonadeca-1(18),2,4,9,14,16-hexaene C(C1=CC=CC=C1)O[C@]1(C2=NN=C(C=3C(=CC(=C(NC(CC=CCC1)(C([2H])([2H])[2H])C([2H])([2H])[2H])N3)C(F)(F)F)[N+](=O)[O-])O2)C(F)(F)F